BrC1=C2C(N(C(C2=CC=C1)=O)C1C(NC(CC1)=O)=O)=O 4-Bromo-2-(2,6-dioxopiperidin-3-yl)isoindole-1,3-dione